NC(C(=O)O)CC1=CC(=C(C(=C1)Cl)CC1=CC(=C(C=C1)O)C(C)C)Cl 2-amino-3-(3,5-dichloro-4-(4-hydroxy-3-isopropylbenzyl)phenyl)propanoic acid